ONC(=O)C=1C=C2CCN3[C@@H](C2=CC1)CCC3 (R)-N-hydroxy-1,2,3,5,6,10b-hexahydropyrrolo[2,1-a]isoquinoline-8-carboxamide